O1CCOC12CCC(CC2)N2C[C@@H](CCC2)N2N=C(C=1C2=NC=NC1N)C1=CC=C(C=C1)OC1=CC=CC=C1 1-[(3R)-1-(1,4-dioxaspiro[4.5]dec-8-yl)-3-piperidinyl]-3-(4-phenoxyphenyl)pyrazolo[3,4-d]pyrimidin-4-amine